heptadecan-9-yl 8-((2-hydroxyethyl)(6-(((undecyloxy)carbonyl)oxy)hexyl)amino)octanoate OCCN(CCCCCCCC(=O)OC(CCCCCCCC)CCCCCCCC)CCCCCCOC(=O)OCCCCCCCCCCC